NCC1=NC(=CC=C1CC1C(N(C2CC12)C1=CC(=NN1)C1=CN=NC=C1C)=O)Cl endo-4-((2-(aminomethyl)-6-chloropyridin-3-yl)methyl)-2-(3-(5-methylpyridazin-4-yl)-1H-pyrazol-5-yl)-2-azabicyclo[3.1.0]hexan-3-one